F[C@@H]1[C@@H](C1)C(=O)NC=1N=C2N(C=C(C=C2)C2=C(C=CC=C2C)F)C1 (1s,2s)-2-fluoro-N-(6-(2-fluoro-6-methylphenyl)imidazo[1,2-a]pyridin-2-yl)cyclopropane-1-carboxamide